C[C@@H]1[C@H](C1)C1(CC(=NC=C1)C(=O)N)C(=O)N 4-((1S,2S)-2-methylcyclopropyl)pyridine-2,4-dicarboxamide